tertiary butylsilyl carbamate (t-butylsilyl carbamate) C(C)(C)(C)[SiH2]NC(O)=O.C(N)(O[SiH2]C(C)(C)C)=O